FC1=C(C=C(C=C1)[N+](=O)[O-])B(O)O (2-fluoro-5-nitrophenyl)boronic acid